10-(2-hydroxypropyl)-1,4,7,10-tetraaza-cyclododecane-1,4,7-triacetic acid OC(CN1CCN(CCN(CCN(CC1)CC(=O)O)CC(=O)O)CC(=O)O)C